OC(COC(C=C)=O)COC(C(=C)C)=O 2-hydroxy-1-acryloxy-3-methacryloxypropane